OC(CCOC1=CC=CC=2C=3N(C(=NC12)NC=1C(N=CC=CC1)=O)N=C(N3)C3=CC=C(C=C3)OC)(C)C (3R)-3-{[7-(3-hydroxy-3-methylbutoxy)-2-(4-methoxyphenyl)[1,2,4]triazolo[1,5-c]quinazolin-5-yl]amino}azepin-2-one